6-(6-ethynyl-4-methoxypyridin-3-yl)-7-methyl-5-(5-((4-methylpyrimidin-2-yl)oxy)pyridin-2-yl)-7H-pyrrolo[2,3-d]pyrimidin-4-amine C(#C)C1=CC(=C(C=N1)C1=C(C2=C(N=CN=C2N)N1C)C1=NC=C(C=C1)OC1=NC=CC(=N1)C)OC